1-[4-(2-bromo-5-fluoro-phenyl)piperazin-1-yl]propan-1-one BrC1=C(C=C(C=C1)F)N1CCN(CC1)C(CC)=O